C(#N)C1=C(C=CC(=C1)C1=NN(C=N1)C1=CC=C(C=C1)OC(F)(F)F)NC(=O)\N=C\1/SCC(N1C1=C(C=CC(=C1)OC)C(C)C)=O (Z)-1-(2-cyano-4-(1-(4-(trifluoromethoxy)phenyl)-1H-1,2,4-triazol-3-yl)phenyl)-3-(3-(2-isopropyl-5-methoxyphenyl)-4-oxothiazolidin-2-ylidene)urea